C1(CC1)C1=NC=NC(=C1C1=NC=C(C(=N1)O[C@@H](C(F)(F)F)C1=CC=C(C=C1)C=1N(C=C(N1)C(F)(F)F)C)OC)OC |r| Racemic-2-(4-cyclopropyl-6-methoxy-pyrimidin-5-yl)-5-methoxy-4-[2,2,2-trifluoro-1-[4-[1-methyl-4-(trifluoromethyl)imidazol-2-yl]phenyl]ethoxy]pyrimidine